C12CC(CC(CC1)N2)OC=2C=C1C(=NC=NC1=CC2OC)NC2=C(C(=C(C=C2)OC2=CC1=C(N(C=N1)C)C=C2)C)F 6-((exo-8-Azabicyclo[3.2.1]octan-3-yl)oxy)-N-(2-fluoro-3-methyl-4-((1-methyl-1H-benzo[d]imidazol-5-yl)oxy)phenyl)-7-methoxyquinazolin-4-amine